COCC1=NN(C=C1C(=O)OC)CC1=CC=C2CCN(CC2=C1)C methyl 3-(methoxymethyl)-1-((2-methyl-1,2,3,4-tetrahydroisoquinolin-7-yl)methyl)-1H-pyrazole-4-carboxylate